FC(C1=C(C=CC=C1)O)(F)F 2-trifluoromethyl-phenol